CC(CC(=O)SCCOP(=O)(OCCSC(CC(C)C)=O)C(C1=CC=C2C=CC(=CC2=C1)C(=O)OC1=C(C(=C(C(=C1F)F)F)F)F)(F)F)C perfluorophenyl 7-((bis(2-((3-methylbutanoyl)thio)ethoxy)phosphoryl)difluoromethyl)-2-naphthoate